BrC1=C2C(C(N(C2=CC=C1)C1C(NC(CC1)=O)=O)=O)(C)C 3-(4-bromo-3,3-dimethyl-2-oxoindolin-1-yl)piperidine-2,6-dione